4-fluoro-3-hydroxybenzyl alcohol FC1=C(C=C(CO)C=C1)O